FC1=C2C(C(=O)OC2=O)=CC=C1F 3,4-difluoro-phthalic anhydride